N=1N=CN2C1C=CC(=C2)C(=O)C=2C=C(CN1C(NC(C3=CC=CC=C13)=O)=O)C=CC2 1-(3-([1,2,4]Triazolo[4,3-a]pyridine-6-carbonyl)benzyl)quinazoline-2,4(1H,3H)-dione